NCC1N(CCC1)CC1=C2CCCC2=C(C=C1OCC=1C=NC=C(C#N)C1)OCC=1C(=C(C=CC1)C1=CC=CC=C1)C 5-(((4-((2-(aminomethyl)pyrrolidin-1-yl)methyl)-7-((2-methyl-[1,1'-biphenyl]-3-yl)methoxy)-2,3-dihydro-1H-inden-5-yl)oxy)methyl)nicotinonitrile